P(=O)([O-])([O-])O.[Na+].[Na+].O=C(O)CN(C)C(N)=N creatine disodium salt phosphate